NC1=C2C(=NC=N1)N(N=C2C2=CC=C(C=C2)OC2=CC=CC=C2)C2C(CN(CC2)CC=2C=C1C(N(C(C1=CC2)=O)C2C(NC(CC2)=O)=O)=O)F 5-((4-(4-amino-3-(4-phenoxyphenyl)-1H-pyrazolo[3,4-d]pyrimidin-1-yl)-3-fluoropiperidin-1-yl)methyl)-2-(2,6-dioxopiperidin-3-yl)isoindoline-1,3-dione